4-((3-bromo-2-nitrophenyl)amino)-3-methylpiperidine-1-carboxylic acid tert-butyl ester C(C)(C)(C)OC(=O)N1CC(C(CC1)NC1=C(C(=CC=C1)Br)[N+](=O)[O-])C